FC1=C(O[P@@](=O)(OC2=CC=CC=C2)N[C@@H](CC2=CC=CC=C2)C(=O)OC(CCCCCCCCCCC)CCCCCCCCCCC)C(=C(C(=C1F)F)F)F tricosan-12-yl ((S)-(perfluorophenoxy)(phenoxy)phosphoryl)-L-phenylalaninate